naphtho[1,2-D]oxazole N1=COC2=C1C1=CC=CC=C1C=C2